3-[(7-cyano-5-fluoro-1-isoquinolyl)-amino]propanoic acid C(#N)C1=CC(=C2C=CN=C(C2=C1)NCCC(=O)O)F